6-((2S,5R)-4-(1-(4-chlorophenyl)-2-methylpropyl)-2,5-dimethylpiperazin-1-yl)-9-((1-hydroxycyclopentyl)methyl)-9H-purin-2-ol ClC1=CC=C(C=C1)C(C(C)C)N1C[C@@H](N(C[C@H]1C)C1=C2N=CN(C2=NC(=N1)O)CC1(CCCC1)O)C